ClC1=CC2=C(N=N1)NC(=C2I)C2CN(C2)C(=O)OC(C)(C)C tert-butyl 3-{3-chloro-5-iodo-7H-pyrrolo[2,3-c]pyridazin-6-yl}azetidine-1-carboxylate